CN1N=C(C=C1CN1CC2(CN(C2)C(=O)N2CC3(C2)CC(C3)N3N=C(N=C3)C(F)(F)F)C1)C(F)(F)F [6-[[2-methyl-5-(trifluoromethyl)pyrazol-3-yl]methyl]-2,6-diazaspiro[3.3]heptan-2-yl]-[6-[3-(trifluoromethyl)-1,2,4-triazol-1-yl]-2-azaspiro[3.3]heptan-2-yl]methanone